FC(C(=O)O)(F)F.FC(C(=O)O)(F)F.O=CCCC(=O)O 4-oxobutanoic acid bistrifluoroacetate